1-(Benzyloxycarbonylsulfamoyl)-3-[2-[bis(t-butoxycarbonyl)amino]-1,3-benzothiazol-4-yl]pyrrole-2-carboxylic acid benzyl ester C(C1=CC=CC=C1)OC(=O)C=1N(C=CC1C1=CC=CC2=C1N=C(S2)N(C(=O)OC(C)(C)C)C(=O)OC(C)(C)C)S(NC(=O)OCC2=CC=CC=C2)(=O)=O